N1=C(C=CC=C1)C1(CCC1)OCC(=O)N1CC2CCC(C1)N2C2=NC=C(C#N)C=C2 6-(3-(2-(1-(pyridin-2-yl)cyclobutoxy)acetyl)-3,8-diazabicyclo[3.2.1]octan-8-yl)nicotinonitrile